(4-amino-7-fluoroimidazo[1,5-a]quinoxalin-8-yl)((2S,4aS,9aR)-7-(1-(difluoromethyl)-1H-pyrazol-4-yl)-2-methyl-2,3,9,9a-tetrahydroindeno[2,1-b][1,4]oxazin-4(4aH)-yl)methanone NC=1C=2N(C3=CC(=C(C=C3N1)F)C(=O)N1[C@@H]3[C@H](O[C@H](C1)C)CC=1C=C(C=CC13)C=1C=NN(C1)C(F)F)C=NC2